C(C)OC(=O)C=1C=CC=2C=C3N(C2C1F)[C@@H](CNC3=O)C (R)-6-Fluoro-4-methyl-1-oxo-1,2,3,4-tetrahydropyrazino[1,2-a]indole-7-carboxylic acid ethyl ester